ClC1=C(COC=2C(=NC=C(N2)C2=CC(=C3CCN(CC3=C2)C)C)N)C(=CC=C1)Cl ((2,6-dichlorobenzyl)oxy)-5-(2,5-dimethyl-1,2,3,4-tetrahydroisoquinolin-7-yl)pyrazin-2-amine